2-Chloro-2-(3-chlorophenyl)-N-(cyclopropylmethyl)-N-methylethan-1-amine ClC(CN(C)CC1CC1)C1=CC(=CC=C1)Cl